P(=O)([O-])([O-])[O-].C[N+](C)(CCCCCCCCCCCC)C.C[N+](C)(CCCCCCCCCCCC)C.C[N+](C)(CCCCCCCCCCCC)C dimethyldodecylmethylammonium phosphate salt